COC=1C=C(C=NC1)C=1C=NC=2CCN(CC2C1)C=1C(=CC=2N(N1)C(C=C(N2)C)=O)C 7-(3-(5-methoxypyridin-3-yl)-7,8-dihydro-1,6-naphthyridin-6(5H)-yl)-2,8-dimethyl-4H-pyrimido[1,2-b]pyridazin-4-one